(2R,3S)-3-[(1-benzyloxycarbonyl-4-piperidyl)-methyl-carbamoyl]-1-tert-butoxycarbonyl-piperidine-2-carboxylic acid C(C1=CC=CC=C1)OC(=O)N1CCC(CC1)N(C(=O)[C@@H]1[C@@H](N(CCC1)C(=O)OC(C)(C)C)C(=O)O)C